C(#N)C(CCC(=O)O)(C)SC(=S)CCCCCCCCCCCC 4-cyano-4-(dodecylthiocarbonyl)sulfanyl-pentanoic acid